3-(2-(2-amino-ethoxy)ethyl)oxazolidine-2,4-dione NCCOCCN1C(OCC1=O)=O